C1(=CC=CC=C1)C(C1=CC=CC=C1)=C1C=2C=CC(=C(C2C1)N)C1=CC(=NC=C1)OC(F)(F)F (diphenylmethylene)-3-(2-(trifluoromethoxy)pyridin-4-yl)bicyclo[4.2.0]octa-1(6),2,4-trien-2-amine